BrC1=CC2=C(N3C(S2)=NC(=C3)C3=CC=C(C=C3)C(C)C)C=C1 7-bromo-2-(4-isopropylphenyl)benzo[d]imidazo[2,1-b]thiazole